3-[(2-fluorophenyl)methoxy]-5-(4,4,5,5-tetramethyl-1,3,2-dioxaborolan-2-yl)pyridin-2-amine FC1=C(C=CC=C1)COC=1C(=NC=C(C1)B1OC(C(O1)(C)C)(C)C)N